4-(4-(trifluoromethyl)phenyl)oxazol-2-amine FC(C1=CC=C(C=C1)C=1N=C(OC1)N)(F)F